tetramethyl-1-(3-oxido-2,3-dihydrotriazolo[4,5-b]pyridin-3-ium-1-yl)methanediamine hexafluorophosphate F[P-](F)(F)(F)(F)F.CN(C(N(C)C)N1N[NH+](C2=NC=CC=C21)[O-])C